N-Fmoc-(2S,3R,4R)-4,5-dihydroxyisoleucine C(=O)(OCC1C2=CC=CC=C2C2=CC=CC=C12)N[C@@H]([C@@H](C)[C@H](CO)O)C(=O)O